C(=O)(OC(C)(C)C)CC(CN)N 3-monoBocpropylenediamine